FC1=CC2=C(C(=NO2)C(=O)N2[C@@H]([C@@H]3[C@H](C2)CCC3)C(=O)N[C@@H](C[C@H]3C(NCC3)=O)C(COC(F)(F)F)=O)C=C1 (1S,3aR,6aS)-2-(6-fluorobenzo[d]isoxazole-3-carbonyl)-N-((S)-3-oxo-1-((S)-2-oxopyrrolidin-3-yl)-4-(trifluoromethoxy)butan-2-yl)octahydrocyclopenta[c]pyrrole-1-carboxamide